C(C=C(C)C)C=1C=C(C=CC1)\C=C\C(=O)C1=CC=CC=C1 3-prenylchalcone